C[C@@]1([C@@H](C2=CC3=NC(=CC4=C(C(=C([N-]4)C=C5[C@@]([C@@H](C(=N5)C=C1[N-]2)CCC(=O)O)(C)CC(=O)O)CC(=O)O)CCC(=O)O)C(=C3CC(=O)O)CCC(=O)O)CCC(=O)O)CC(=O)O.[Ni] The molecule is a metalloporphyrin that is sirohydrochlorin in which the four nitrogen atoms are bound to a central nickel atom. It is a metalloporphyrin and a nickel coordination entity. It derives from a sirohydrochlorin. It is a conjugate acid of a nickel-sirohydrochlorin(8-).